BrC1=NN2C(NC=C(C2=O)I)=N1 2-bromo-6-iodo-4H-[1,2,4]triazolo[1,5-a]pyrimidin-7-one